N-(1,1-dimethylsilolan-3-yl)-4,6-difluoro-1H-indole-2-carboxamide C[Si]1(CC(CC1)NC(=O)C=1NC2=CC(=CC(=C2C1)F)F)C